8-chloro-6-fluoro-N2-(2-fluoro-4-((methylsulfonyl)methyl)phenyl)-7-(8-methyl-2,3-dihydro-1H-pyrido[2,3-b][1,4]oxazin-7-yl)quinazoline-2,5-diamine ClC1=C(C(=C(C=2C=NC(=NC12)NC1=C(C=C(C=C1)CS(=O)(=O)C)F)N)F)C1=C(C2=C(OCCN2)N=C1)C